benzyl ((R)-1-(((S)-1-((4-(N-((benzyloxy)carbonyl)carbamimidoyl)benzyl)amino)-1-oxopropan-2-yl)amino)-1-oxo-4-phenylbutan-2-yl)(4-(4-(methylsulfonyl)piperazin-1-yl)benzyl)carbamate C(C1=CC=CC=C1)OC(=O)NC(=N)C1=CC=C(CNC([C@H](C)NC([C@@H](CCC2=CC=CC=C2)N(C(OCC2=CC=CC=C2)=O)CC2=CC=C(C=C2)N2CCN(CC2)S(=O)(=O)C)=O)=O)C=C1